ClC=1C=NC(=NC1)N1CCC(CC1)CCCOC1=CC(=C(C=C1)CC(=O)N1CC(C1)CNCC(CO)CO)F 2-[4-[3-[1-(5-chloropyrimidin-2-yl)-4-piperidyl]propoxy]-2-fluoro-phenyl]-1-[3-[[[3-hydroxy-2-(hydroxymethyl)propyl]amino]methyl]-azetidin-1-yl]ethanone